bistrifluoromethyl-4,4'-biphenyldiamine FC(F)(F)C=1C(=C(C=CC1N)C1=CC=C(C=C1)N)C(F)(F)F